(R)-2-((6-(1H-pyrrolo[2,3-b]pyridin-3-yl)quinazolin-4-yl)amino)-1-phenylethan-1-ol N1C=C(C=2C1=NC=CC2)C=2C=C1C(=NC=NC1=CC2)NC[C@H](O)C2=CC=CC=C2